CN(\C=C(/C(=O)OCC)\C(=O)C1OCCC1)C Ethyl (2Z)-3-(dimethylamino)-2-(tetrahydrofuran-2-ylcarbonyl)acrylate